3beta-Hydroxy-7-oxochol-5-en-24-oyl-CoA O[C@@H]1CC2=CC([C@H]3[C@@H]4CC[C@H]([C@@H](CCC(=O)SCCNC(CCNC([C@@H](C(COP(OP(OC[C@@H]5[C@H]([C@H]([C@@H](O5)N5C=NC=6C(N)=NC=NC56)O)OP(=O)(O)O)(=O)O)(=O)O)(C)C)O)=O)=O)C)[C@]4(CC[C@@H]3[C@]2(CC1)C)C)=O